ClC=1C=C(C=C(C1)[C@H]1NCCOC1)C1CNC(N(C1)C)=S 5-(3-chloro-5-((R)-morpholin-3-yl)phenyl)-1-methyltetrahydropyrimidine-2(1H)-thione